6-(2-(difluoromethyl)-1H-benzo[d]imidazol-1-yl)-8-morpholinoimidazo[1,2-a]pyrazine-2-carboxamide FC(C1=NC2=C(N1C=1N=C(C=3N(C1)C=C(N3)C(=O)N)N3CCOCC3)C=CC=C2)F